NCC1=CC(=C(C=C1)NS(=O)(=O)C1=CC=C(C=C1)F)C=1OC=CC1 N-(4-(aminomethyl)-2-(furan-2-yl)phenyl)-4-fluorobenzenesulfonamide